[Li+].F[B-]1(OC(C2(CCC2)C(O1)=O)=O)F 7,7-difluoro-5,9-dioxo-6,8-dioxa-7-boraspiro[3.5]nonan-7-uide lithium salt